C(CCCCCCCC#C)(=O)O Dec-9-ynoic acid